C(C)C1=C(SC=C1C1=C(C=C(C=C1)[C@@H]1CC[C@H](CC1)CCCCC)F)C1=CC=C(C=C1)C=1C=C2C(=NC(C2)=O)C2=CC=C3C(=NC(C3)=O)C12 4-(4-(3-ethyl-4-(2-fluoro-4-(trans-4-pentylcyclohexyl)phenyl)-2-thienyl)phenyl)-2,7-dioxo-1,2,6,7-tetrahydronaphtho[1,2-b:5,6-b']dipyrrole